4-bromo-N,N-dimethylpyrimidin-2-amine CN(C)C1=NC=CC(=N1)Br